BrC=1C=C(C=CC1O)CO 3-bromo-4-hydroxy-Benzenemethanol